ethyl 2-(2-oxopiperidin-3-yl)acetate O=C1NCCCC1CC(=O)OCC